C1(=CC=CC=C1)C=1C=2C=CC(=C(C3=C(C(=C(N3C3=CC=CC=C3)C(=C3C=CC(C(=C4C=CC1N4)C4=CC=CC=C4)=N3)C3=CC=CC=C3)C3=CC=CC=C3)C3=CC=CC=C3)C3=CC=CC=C3)N2 10,15,20-triphenyltetraphenylporphine